C1(CC1)C=1N=NN(C1)CC(=O)NC1=CC=C(C=C1)OC1=NC=NC2=CC(=C(C=C12)OC)OC 2-(4-cyclopropyl-1H-1,2,3-triazol-1-yl)-N-(4-((6,7-dimethoxyquinazolin-4-yl)oxy)phenyl)acetamide